4-Cyanobenzamidine hydrochloride Cl.C(#N)C1=CC=C(C(=N)N)C=C1